SULFONYLAMIDE S(=O)(=O)=[N-]